C(C)(C)(C)C(CC1=C(C(=CC(=C1)C)C(C)(C)C)O)CC 2,6-di-tert-butylButyl-4-methylphenol